3-methoxycyclobutan-1-amine hydrochloride Cl.COC1CC(C1)N